OC1=C2C(=CN=C1C(=O)O)OC=C2 4-hydroxyfurano[2,3-c]pyridine-5-carboxylic acid